(2S)-N-{2-[(4-{N-[(7S)-4-fluorobicyclo[4.2.0]octa-1,3,5-trien-7-yl]-N'-hydroxycarbamimidoyl}-1,2,5-oxadiazol-3-yl)oxy]ethyl}-2,3-dihydroxypropanamide FC1=CC=C2C[C@@H](C2=C1)NC(=NO)C=1C(=NON1)OCCNC([C@H](CO)O)=O